2-methyl-5-phenethyl-3,4-dihydro-2H-pyrrole CC1N=C(CC1)CCC1=CC=CC=C1